(1-(6-fluoro-5-methylpyridin-3-yl)ethyl)-1H-pyrazole-4-carboxylic acid ethyl ester C(C)OC(=O)C=1C=NN(C1)C(C)C=1C=NC(=C(C1)C)F